C1(CC1)CC1=C(C=NN1C)C1=NC(=NC=C1)C1(CCC(CC1)(N)C)N 1-(4-(5-(cyclopropylmethyl)-1-methyl-1H-pyrazol-4-yl)pyrimidin-2-yl)-4-methylcyclohexane-1,4-diamine